N-(2-hydroxyethyl)trifluoroacetamide OCCNC(C(F)(F)F)=O